tert-Butyl 3-[4-[(4-bromo-2-quinolyl)methoxy] phenyl]-4-(4-pyridyl)pyrazole-1-carboxylate BrC1=CC(=NC2=CC=CC=C12)COC1=CC=C(C=C1)C1=NN(C=C1C1=CC=NC=C1)C(=O)OC(C)(C)C